Cl.C[C@@]1(C(NC(CC1)=O)=O)C=1C=CC(=NC1)NC(C)=O N-(5-((S)-3-methyl-2,6-dioxopiperidin-3-yl)pyridin-2-yl)acetamide hydrochloride